C/C(/C(=O)O)=C\CCCCCC methyl-(E)-2-nonenoic acid